Tin (II) hydroxide [Sn](O)O